BrC=1C=C2C(=CN1)OC(=C2)C#N 5-bromofuro[2,3-c]pyridine-2-carbonitrile